1,8-dibromo-4-chloropyrene BrC1=CC=C2C(=CC3=CC=C(C4=CC=C1C2=C34)Br)Cl